N-[2-(1-benzylpiperidin-4-yl)ethyl]-2-(4-fluorophenyl)-7-methylpyrazolo[1,5-a]pyrimidine-6-carboxamide C(C1=CC=CC=C1)N1CCC(CC1)CCNC(=O)C=1C=NC=2N(C1C)N=C(C2)C2=CC=C(C=C2)F